NC1=NC=CC=C1Cl.[Na] sodium 2-amino-3-chloropyridine